2-(5-bromo-3-((1-methylpiperidin-4-yl)oxy)pyridin-2-yl)-6,6-difluoro-2-azaspiro[3.3]heptane BrC=1C=C(C(=NC1)N1CC2(C1)CC(C2)(F)F)OC2CCN(CC2)C